C(C)(C)(C)OC(=O)N(C)CC1CN(C1)C=1N=CC(=NC1)C(=O)O 5-(3-(((tert-butoxycarbonyl)(methyl)amino)methyl)azetidin-1-yl)pyrazine-2-carboxylic acid